C([C@@H](O)C)(=O)[O-].[Ca+2].C([C@@H](O)C)(=O)[O-] Calcium L-Lactat